[N+](#[C-])C1=CC=C(C=C1)[N+](=O)[O-] 1-Isocyano-4-Nitrobenzene